ClC1=CC(=C(CNC(OC(C)(C)C)=O)C=C1)C=1SC(=CC1)C(C)NC1=NC(=NC2=CC(=C(C=C12)OC)OC)C tert-butyl [4-chloro-2-(5-{1-[(6,7-dimethoxy-2-methylquinazolin-4-yl)amino]ethyl}-thiophen-2-yl)benzyl]carbamate